4-(2-methoxyphenyl)pyrimidine-2-amine COC1=C(C=CC=C1)C1=NC(=NC=C1)N